N-(4-(2-(2-aminopyrimidin-4-yl)pyridin-4-yl)-3-fluorophenyl)-1-(4-fluorophenyl)-4-methoxy-2-Oxo-1,2-dihydropyridine-3-carboxamide NC1=NC=CC(=N1)C1=NC=CC(=C1)C1=C(C=C(C=C1)NC(=O)C=1C(N(C=CC1OC)C1=CC=C(C=C1)F)=O)F